N-(1-(5-(2,4-dimethoxypyrimidin-5-yl)pyrazolo[1,5-a]pyrimidin-7-yl)pyrrolidin-3-yl)acetamide COC1=NC=C(C(=N1)OC)C1=NC=2N(C(=C1)N1CC(CC1)NC(C)=O)N=CC2